6-chloro-N-(ethyl-d5)-4-(methyl-d3)-4-(phenyl-d5)-4H-3,1-benzoxazin-2-amine ClC=1C=CC2=C(C(OC(=N2)NC(C([2H])([2H])[2H])([2H])[2H])(C2=C(C(=C(C(=C2[2H])[2H])[2H])[2H])[2H])C([2H])([2H])[2H])C1